C1(CCCCC1)C(=O)N1C=2N(C[C@@H](C1)CNC(C=C)=O)N=CC2 |o1:12| (R)- or (S)-N-((4-(cyclohexanecarbonyl)-4,5,6,7-tetrahydropyrazolo[1,5-a]pyrimidin-6-yl)methyl)acrylamide